C(\C(\C)=C/C(=O)[O-])(=O)OCC(CCCC)CC 2-ethylhexyl citraconate